BrC=1C(=NC(=NC1)C)NC(C)C=1C=NN(C1)C(C1=CC=CC=C1)(C1=CC=CC=C1)C1=CC=CC=C1 5-bromo-2-methyl-N-[1-(1-tritylpyrazol-4-yl)ethyl]pyrimidin-4-amine